(1S,5S)-6-(4-(1,1-dioxidothiomorpholino)phenyl)-N,9,9-trimethyl-3,6-diazabicyclo[3.2.2]nonane-3-carboxamide O=S1(CCN(CC1)C1=CC=C(C=C1)N1[C@@H]2CN(C[C@H](C1)CC2(C)C)C(=O)NC)=O